N(=[N+]=[N-])[C@H]1C[C@H](N(C1)C(=O)OC(C)(C)C)C(=O)OC 1-tert-Butyl 2-methyl (2S,4S)-4-azidopyrrolidine-1,2-dicarboxylate